Dimethyl-dineopentyl-ammonium C[N+](CC(C)(C)C)(CC(C)(C)C)C